N[C@@H]1[C@H](N(C1)C1=CC(=C(C(=C1)F)C1C(NC(CC1)=O)=O)F)C 3-(4-((2R,3S)-3-amino-2-methylazetidin-1-yl)-2,6-difluorophenyl)piperidine-2,6-dione